3-(6-fluoro-5-((4-(4-(1-(4-hydroxyphenyl)-2-phenylbut-1-en-1-yl)phenyl)piperazin-1-yl)methyl)-1-oxoisoindolin-2-yl)piperidine-2,6-dione FC1=C(C=C2CN(C(C2=C1)=O)C1C(NC(CC1)=O)=O)CN1CCN(CC1)C1=CC=C(C=C1)C(=C(CC)C1=CC=CC=C1)C1=CC=C(C=C1)O